COC(C1=CC=C(C=C1)C1(CC1)NCC)=O 4-(1-(Ethylamino)cyclopropyl)benzoic acid methyl ester